N[C@H](C(=O)O)CC1=CC=C(C=C1)C=1C=NN2C1C=CC=C2 (S)-2-amino-3-(4-(pyrazolo[1,5-a]pyridin-3-yl)phenyl)propanoic acid